C(C)(C)(C)OC(C[C@H]1OC(O[C@H](C1)S(=O)(=O)C1=CC=C(C)C=C1)(C)C)=O (4R-Cis)-6-p-toluenesulfonyl-2,2-dimethyl-1,3-dioxane-4-acetic acid tert-butyl ester